Bis-(2,4-Diphenyl-benzoxazole-6-yl)-phenyl-amine C1(=CC=CC=C1)C=1OC2=C(N1)C(=CC(=C2)N(C2=CC=CC=C2)C2=CC1=C(N=C(O1)C1=CC=CC=C1)C(=C2)C2=CC=CC=C2)C2=CC=CC=C2